C(C=CCCCC)(=O)N[C@@H](CCC(N)=O)C(=O)O heptenoylglutamine